Butyl 3-(((3aR,4S,6aR)-2,2-dimethyl-6-(((trifluoromethyl)sulfonyl)oxy)tetrahydro-4H-cyclopenta[d][1,3]dioxol-4-yl)methyl)azetidine-1-carboxylate CC1(O[C@H]2[C@@H](O1)C(C[C@@H]2CC2CN(C2)C(=O)OCCCC)OS(=O)(=O)C(F)(F)F)C